NC1=NC2=C(C=C(C=C2C=N1)C=1C=NC=C(C1)Cl)C=1C=C(C=CC1)NC(C=C)=O N-(3-(2-amino-6-(5-chloropyridin-3-yl)-quinazolin-8-yl)phenyl)acrylamide